ClC1=C(C=C2C(=C(NC2=C1)C1=NNC(=N1)C(=O)OCC)C=1C=NNC1)OC ethyl 3-(6-chloro-5-methoxy-3-(1H-pyrazol-4-yl)-1H-indol-2-yl)-1H-1,2,4-triazole-5-carboxylate